1,6-diazabicyclo[4.4.4]tetradecan-1-ium [NH+]12CCCCN(CCCC1)CCCC2